N(=C=O)C1CC(CC(C1)(CN=C=O)C)(C)C Isocyanato-3,3,5-trimethyl-5-isocyanatomethyl-cyclohexan